(R)-4-(3H-[1,2,3]triazolo[4,5-b]pyridin-3-yl)-N-(8-methylisoquinolin-1-yl)-N-(pyrrolidin-3-yl)benzamide N1=NN(C2=NC=CC=C21)C2=CC=C(C(=O)N([C@H]1CNCC1)C1=NC=CC3=CC=CC(=C13)C)C=C2